2-(4-(5-chloro-2-(4-chloro-1H-1,2,3-triazol-1-yl)phenyl)-2,5-dioxopiperazin-1-yl)-3-cyclobutylpropanoic acid ClC=1C=CC(=C(C1)N1CC(N(CC1=O)C(C(=O)O)CC1CCC1)=O)N1N=NC(=C1)Cl